CC1(CC(=NN1C(C)=O)C1=CC=C(C=C1)C)CC1=CCCCC1 1-(5-methyl-5-(cyclohex-1-en-1-ylmethyl)-3-p-tolyl-4,5-dihydro-1H-pyrazol-1-yl)-1-ethanone